N-(6-(2-hydroxy-4-trifluoromethylphenyl)-5-methylpyridazin-3-yl)-2-(methylamino)acetamide OC1=C(C=CC(=C1)C(F)(F)F)C1=C(C=C(N=N1)NC(CNC)=O)C